BrC1=C(C(=CC(=C1O)Br)/C=N/C1=CC=C(C=C1)C=1N=C2N(C=C(C=C2)C)C1)O (E)-2,4-dibromo-6-(((4-(6-methylimidazo[1,2-a]pyridin-2-yl)phenyl)imino)methyl)benzene-1,3-diol